4-amino-2-[7-fluoro-1-oxo-2-[(4S)-4-[[6-oxo-5-(trifluoromethyl)-1H-pyridazin-4-yl]amino]pentyl]-6-isoquinolyl]pyrimidine-5-carbonitrile NC1=NC(=NC=C1C#N)C=1C=C2C=CN(C(C2=CC1F)=O)CCC[C@H](C)NC=1C=NNC(C1C(F)(F)F)=O